3-[2-(2-amino-1,3-thiazol-5-yl)ethyl]azetidin-2-one Methyl-{4,6-diamino-2-[5-fluoro-1-(2-fluorobenzyl)-1H-pyrazolo[3,4-b]pyridin-3-yl]pyrimidin-5-yl}carbamate mesylate S(C)(=O)(=O)O.CN(C(O)=O)C=1C(=NC(=NC1N)C1=NN(C2=NC=C(C=C21)F)CC2=C(C=CC=C2)F)N.NC=2SC(=CN2)CCC2C(NC2)=O